N-(5-(tert-butyl)isoxazol-3-yl)-3-((13S,15S,Z)-3-fluoro-16-(hydroxymethylene)-13-methyl-17-oxo-7,8,9,11,12,13,14,15,16,17-decahydro-6H-cyclopenta[a]phenanthren-15-yl)propanamide C(C)(C)(C)C1=CC(=NO1)NC(CC[C@H]/1C2C3CCC=4C=C(C=CC4C3CC[C@@]2(C(\C1=C/O)=O)C)F)=O